2-((5-Ethyl-8-(prop-2-yn-1-yloxy)-1,2,3,3a,4,5-hexahydropyrrolo[1,2-a]quinoxalin-7-yl)methylene)malononitrile C(C)N1CC2N(C3=CC(=C(C=C13)C=C(C#N)C#N)OCC#C)CCC2